COC1=CC=C(CN2C(N(C(C2)=O)C)=O)C=C1 (4-methoxybenzyl)-3-methylimidazoline-2,4-dione